[N+](=O)([O-])C1=CC=CC=2[I+]C3=C(C21)C(=CC=C3)[N+](=O)[O-] 1,9-Dinitrodibenzo[b,d]iodolium